COP(=O)(OC)CP(OC)(OC)=O dimethyl (dimethoxyphosphoryl)methylphosphonate